C(C)(=O)N1C=C(C2=CC(=CC=C12)OCC1=CC=CC=C1)C=O 1-acetyl-5-(benzyloxy)-1H-indole-3-carbaldehyde